[Si](C)(C)(C(C)(C)C)OC[C@H](CF)N1CCS(CC1)(=O)=O (R)-4-(1-((tert-butyldimethylsilyl)oxy)-3-fluoroprop-2-yl)thiomorpholine 1,1-dioxide